di-tert-butyl ((9-((3aR,4R,6R,6aR)-6-(hydroxymethyl)-2,2-dimethyltetrahydrofuro[3,4-d][1,3]dioxol-4-yl)-9H-purin-6-yl)carbamoyl)-L-glutamate OC[C@H]1O[C@H]([C@H]2[C@@H]1OC(O2)(C)C)N2C1=NC=NC(=C1N=C2)NC(=O)N[C@@H](CCC(=O)OC(C)(C)C)C(=O)OC(C)(C)C